N,N,N',N'-tetramethyl-1,3-propylenediamine CN(CCCN(C)C)C